FC1=C(C(=CC=C1)F)C=1NC2=C(C3=C(N1)C(=NN3)C)C=C(N=C2)N2CCC(CC2)C#N 1-(5-(2,6-difluorophenyl)-3-methyl-1,6-dihydropyrazolo[4,3-d]pyrido[4,3-f][1,3]diazepin-9-yl)piperidine-4-carbonitrile